C(C)(C)(C)OC(=O)N1CCN(C(CC1C1=CC=C(C=C1)C(=O)OC)C)C.S1NN(C=C1)CC#N 3-thiadiazoleacetonitrile tert-Butyl-7-(4-(methoxycarbonyl)phenyl)-4,5-dimethyl-1,4-diazepane-1-carboxylate